ICCCC(F)(F)F 4-iodo-1,1,1-trifluorobutane